2-chloro-4-((3-hydroxy-3-methylcyclohexyl)amino)pyrimidine-5-carboxylic acid ethyl ester C(C)OC(=O)C=1C(=NC(=NC1)Cl)NC1CC(CCC1)(C)O